2-(3-(2-(2-(2-methoxyethoxy)ethoxy)ethoxy)-5-pentadecylphenoxy)ethanol COCCOCCOCCOC=1C=C(OCCO)C=C(C1)CCCCCCCCCCCCCCC